1-((3s,5r)-1-propenoyl-5-(methoxymethyl)pyrrolidin-3-yl)-3-((1-methyl-1H-indazol-4-yl)ethynyl)-5-(methylamino)-1H-pyrazole-4-carboxamide C(C=C)(=O)N1C[C@H](C[C@@H]1COC)N1N=C(C(=C1NC)C(=O)N)C#CC1=C2C=NN(C2=CC=C1)C